5-(2,2-dimethylmorpholinyl)pyrazole CC1(CN(CCO1)C1=CC=NN1)C